S(N)(=O)(=O)C=1C=C2CCN(CC2=CC1)C(=O)OCC1=CC=CC=C1 benzyl 6-sulfamoyl-3,4-dihydro-1H-isoquinoline-2-carboxylate